BrC1=CC=C(C=C1)C1=NC(=NC(=N1)C1=C(C=C(C=C1)OCC(CCCC)CC)O)C1=C(C=C(C=C1)OCC(CCCC)CC)O 2-[4-(4-bromophenyl)-6-[4-(2-ethylhexoxy)-2-hydroxy-phenyl]-1,3,5-triazin-2-yl]-5-(2-ethylhexoxy)phenol